2-Hydroxy-5-(2,3,5,6-tetrafluoro-4-trifluoromethylbenzylamino)benzoic acid potassium salt [K+].OC1=C(C(=O)[O-])C=C(C=C1)NCC1=C(C(=C(C(=C1F)F)C(F)(F)F)F)F